2-(3-Bromo-4,5-dihydro-1,2-oxazol-5-yl)-5-methyl-3-(2,4,6-trifluorophenyl)pyridine BrC1=NOC(C1)C1=NC=C(C=C1C1=C(C=C(C=C1F)F)F)C